FC1=C(C2=C(C=CC=C2C=C1)B1OC(C(O1)(C)C)(C)C)C#C[Si](C(C)C)(C(C)C)C(C)C ((2-fluoro-8-(4,4,5,5-tetramethyl-1,3,2-dioxaborolane-2-yl)naphthalen-1-yl)ethynyl)triisopropylsilane